2-((3-(5-ethyl-1,2,4-oxadiazol-3-yl)benzyl)oxy)isoindole-1,3-dione C(C)C1=NC(=NO1)C=1C=C(CON2C(C3=CC=CC=C3C2=O)=O)C=CC1